N-(2-(4-fluoropiperidin-1-yl)ethyl)-4-methoxy-7-(1-methyl-6-oxo-1,6-dihydropyridin-3-yl)-N-(3-(methylamino)-3-oxopropyl)benzo[b]thiophene-2-carboxamide FC1CCN(CC1)CCN(C(=O)C1=CC2=C(S1)C(=CC=C2OC)C2=CN(C(C=C2)=O)C)CCC(=O)NC